1-(3-(5-amino-3-(2-fluoro-4-((4-methoxypyridin-2-yl)oxy)phenyl)imidazo[1,5-c]pyrimidin-1-yl)piperidin-1-yl)prop-2-en-1-one NC1=NC=CC=2N1C(=NC2C2CN(CCC2)C(C=C)=O)C2=C(C=C(C=C2)OC2=NC=CC(=C2)OC)F